FC(C1=CC=C2C=CC(=NC2=C1)C(=O)OC1=CC=C(C=C1)[N+](=O)[O-])(F)P(O)(O)=O (difluoro(2-((4-nitrophenoxy)carbonyl)quinolin-7-yl)methyl)phosphonic Acid